2-[3-[4-(tert-butoxycarbonyl)piperazin-1-yl]-1,2-oxazol-5-yl]3-methylbutanoic acid C(C)(C)(C)OC(=O)N1CCN(CC1)C1=NOC(=C1)C(C(=O)O)C(C)C